CC(C=O)CC1=CC=C2C(=C1)OCO2 2-Methyl-3-(4-methylendioxyphenyl)-propanal